(s)-6-(2-amino-3-cyclopropylpropyl)-N-benzyl-7-bromo-2-chloropyrrolo[2,1-f][1,2,4]triazin-4-amine N[C@H](CC=1C=C2C(=NC(=NN2C1Br)Cl)NCC1=CC=CC=C1)CC1CC1